BrC=1C=2N(C=CC1O)N=CC2C2CCC1(CN(C1)C(=O)OC(C)(C)C)CC2 tert-butyl 7-(4-bromo-5-hydroxypyrazolo[1,5-a]pyridin-3-yl)-2-azaspiro[3.5]nonan-2-carboxylate